[2,2-bipyridine]-4-carboxylate N1=C(C=C(C=C1)C(=O)[O-])C1=NC=CC=C1